FC1(CCC(CC1)N(C(=O)[C@H]1N([C@@H]2C[C@@H]2C1)S(=O)(=O)C1=CC=C(C)C=C1)CC1=CC2=C(CCO2)C=C1)F (1R,3S,5R)-2-(Toluene-4-sulfonyl)-2-azabicyclo[3.1.0]hexane-3-carboxylic acid (4,4-difluoro-cyclohexyl)-(2,3-dihydro-benzofuran-6-ylmethyl)-amide